3-(pentafluorosulfanyl)benzylamine FS(C=1C=C(CN)C=CC1)(F)(F)(F)F